OC1C(OC2=C1C=CC=C2)C(\C=C\C2=CC=C(C=C2)OC)=O (E)-1-(3-hydroxy-2,3-dihydrobenzofuran-2-yl)-3-(4-methoxyphenyl)prop-2-en-1-one